FS(C1=CC(=C(N)C=C1)CS(=O)(=O)C1=CC=CC=C1)(F)(F)(F)F 4-(pentafluoro-λ6-sulfanyl)-2-((phenylsulfonyl)methyl)aniline